NC=1C=C(C=C(C1)Br)NC1=NC(=NC=C1Cl)NC=1C=NN(C1)C N4-(3-amino-5-bromophenyl)-5-chloro-N2-(1-methyl-1H-pyrazol-4-yl)pyrimidine-2,4-diamine